Cl.FC1=C(C=CC=C1C(F)(F)F)C(C)N 1-(2-fluoro-3-trifluoromethylphenyl)ethylamine hydrochloride